(R)-3-(1-(2,4-dichlorophenyl)ethyl)-5-(2,6-diazaspiro[3.3]heptane-2-yl)-3H-[1,2,3]triazolo[4,5-d]pyrimidine ClC1=C(C=CC(=C1)Cl)[C@@H](C)N1N=NC2=C1N=C(N=C2)N2CC1(C2)CNC1